2-CHLORO-5-METHOXYPYRIDINE-4-BORONIC ACID ClC1=NC=C(C(=C1)B(O)O)OC